(S)-5-(4-Amino-2-(1H-tetrazol-5-yl)benzamido)-2-(4-(2-(2,4-diaminopteridin-6-yl)ethyl)-2-hydroxybenzamido)pentanoic acid NC1=CC(=C(C(=O)NCCC[C@@H](C(=O)O)NC(C2=C(C=C(C=C2)CCC=2N=C3C(=NC(=NC3=NC2)N)N)O)=O)C=C1)C1=NN=NN1